COC(=O)C1=CC(=C2C=NNC2=C1OC)C1=CCCC1 4-(cyclopent-1-en-1-yl)-7-methoxy-1H-indazole-6-carboxylic acid methyl ester